2,6-dimethyl-3,4-pyridinedicarboxylic acid CC1=NC(=CC(=C1C(=O)O)C(=O)O)C